ClC1=CC=C(C=N1)C1(CCN(CC1)C1=C(C=C(C=C1)C(F)(F)F)C#N)C(=O)O 4-(6-chloropyridin-3-yl)-1-[2-cyano-4-(trifluoromethyl)phenyl]piperidine-4-carboxylic acid